C(CC=CCC)O 3-HEXENOL